CC1=C2C(C(=CN(C2=NC(=C1)N1CC(C1)C(NC1=NC(=CC=C1)C)=O)C1=NC=NS1)C(=O)O)=O 5-methyl-7-{3-[(6-methylpyridin-2-yl)carbamoyl]azetidin-1-yl}-4-oxo-1-(1,2,4-thiadiazol-5-yl)-1,4-dihydro-1,8-naphthyridine-3-carboxylic acid